[N+](=O)([O-])C1=C(C=CC=C1)C(C1C(CCCC1)=O)NC1=CC=C(C=C1)C 2-((2-nitrophenyl)(p-toluylamino)methyl)cyclohexane-1-one